(1R,5R,6R)-3-(7-bromo-6-chloro-8-fluoro-2-(((2R,7aS)-2-fluorotetrahydro-1H-pyrrolizin-7a(5H)-yl)methoxy)quinazolin-4-yl)-3-azabicyclo[3.2.1]octan-6-ol BrC1=C(C=C2C(=NC(=NC2=C1F)OC[C@]12CCCN2C[C@@H](C1)F)N1C[C@H]2C[C@H]([C@@H](C1)C2)O)Cl